ClC1=NC=CC=C1CC(=O)N1C(CC2=CC(=CC(=C12)F)C1=NC(=NC=C1C)NC1=CC=NN1C)C 2-(2-chloropyridin-3-yl)-1-(7-fluoro-2-methyl-5-(5-methyl-2-((1-methyl-1H-pyrazol-5-yl)amino)pyrimidin-4-yl)indolin-1-yl)ethan-1-one